benzyl ((2-butyl-4-ethyl-5-oxo-4,5-dihydro-1H-imidazol-4-yl)methyl)carbamate C(CCC)C=1NC(C(N1)(CC)CNC(OCC1=CC=CC=C1)=O)=O